(6S,9S)-N-benzyl-6-(4-hydroxybenzyl)-8-(isoquinolin-5-ylmethyl)-2,9-dimethyl-4,7-dioxooctahydro-1H-pyrazino[2,1-c][1,2,4]triazine-1-carboxamide C(C1=CC=CC=C1)NC(=O)N1N(CC(N2C1[C@@H](N(C([C@@H]2CC2=CC=C(C=C2)O)=O)CC2=C1C=CN=CC1=CC=C2)C)=O)C